C(C)(C)(C)OC(=O)N1C2(CC(C1)C2)C=2N=NN(C2)[C@@H](C(C)(C)C)C(=O)N2[C@@H](C[C@H](C2)O)C(NC)=O 1-[1-[(1S)-1-[(2S,4r)-4-hydroxy-2-(methylcarbamoyl)pyrrolidine-1-carbonyl]-2,2-dimethyl-propyl]triazol-4-yl]-2-azabicyclo[2.1.1]hexane-2-carboxylic acid tert-butyl ester